1-(4-aminobutoxy)-2-butyl-1H-imidazo[4,5-c]quinolin-4-amine fumarate C(\C=C\C(=O)O)(=O)O.NCCCCON1C(=NC=2C(=NC=3C=CC=CC3C21)N)CCCC